(cyclopropylamino)-N-((1,1-dioxidotetrahydro-2H-thiopyran-4-yl)methyl)-6-(1H-pyrazol-4-yl)quinoline-3-carboxamide C1(CC1)NC1=NC2=CC=C(C=C2C=C1C(=O)NCC1CCS(CC1)(=O)=O)C=1C=NNC1